6-(4-formyl-3-methyl-2-oxo-2,3-dihydro-1H-imidazol-1-yl)-4-methyl-nicotinonitrile C(=O)C=1N(C(N(C1)C1=NC=C(C#N)C(=C1)C)=O)C